N-((1H-benzo[d]imidazol-5-yl)methyl)-6,7-dimethyl-3-oxo-4-((2S,3S,4R)-2,3,4,5-Tetrahydroxypentyl)-3,4-dihydroquinoxaline-2-carboxamide N1C=NC2=C1C=CC(=C2)CNC(=O)C2=NC1=CC(=C(C=C1N(C2=O)C[C@@H]([C@@H]([C@@H](CO)O)O)O)C)C